(S)-2-(3,4-difluoro-2-methoxy-5-(4-methyltetrahydro-2H-pyran-4-yl)phenyl)-2-((R)-3-(methyl(5-(5,6,7,8-tetrahydro-1,8-naphthyridin-2-yl)pentyl)amino)pyrrolidin-1-yl)acetic acid FC=1C(=C(C=C(C1F)C1(CCOCC1)C)[C@@H](C(=O)O)N1C[C@@H](CC1)N(CCCCCC1=NC=2NCCCC2C=C1)C)OC